3-(2,4-difluorophenyl)-N-(4-methyl-3-(pyridin-4-yl)-1H-pyrazol-5-yl)propenamide FC1=C(C=CC(=C1)F)C=CC(=O)NC1=C(C(=NN1)C1=CC=NC=C1)C